[2-(2-Methoxy-3,4-dioxo-cyclobut-1-enylamino)-ethyl]-carbamic acid tert-butyl ester C(C)(C)(C)OC(NCCNC1=C(C(C1=O)=O)OC)=O